methyl 2-((1S,6R)-6-(difluoromethyl)-3-azabicyclo[4.1.0]heptan-3-yl)-4-nitrobenzoate Methyl-2-(6-(difluoromethyl)-3-azabicyclo[4.1.0]heptan-3-yl)-4-nitrobenzoate COC(C1=C(C=C(C=C1)[N+](=O)[O-])N1CC2CC2(CC1)C(F)F)=O.FC([C@@]12CCN(C[C@H]2C1)C1=C(C(=O)OC)C=CC(=C1)[N+](=O)[O-])F